2-(4-cyclopropylpyridin-2-yl)-2-(2-fluorophenyl)-N-(methylaminothiocarbonyl)acetamide C1(CC1)C1=CC(=NC=C1)C(C(=O)NC(=S)NC)C1=C(C=CC=C1)F